ClC1=C(C=C2C(C(=CN(C2=C1)C1CC1)CN([C@@H]1CN(CCC1)C(=O)OC(C)(C)C)CC1=CC(=NC=C1)C)=O)F tert-butyl (3S)-3-{[(7-chloro-1-cyclopropyl-6-fluoro-4-oxo-1,4-dihydroquinolin-3-yl)methyl][(2-methylpyridin-4-yl)methyl]amino}piperidine-1-carboxylate